trifluoro-methanesulfonic acid-6,6-difluoro-2,2-dimethyl-3,3-diphenyl-4-oxa-3-silahept-7-yl ester FC(CO[Si](C(C)(C)C)(C1=CC=CC=C1)C1=CC=CC=C1)(COS(=O)(=O)C(F)(F)F)F